methyl (E)-3-(3-(3,5-bis(trifluoromethyl)phenyl)-2-oxo-2,3-dihydro-1H-imidazol-1-yl)-2-(pyrimidin-5-yl)acrylate FC(C=1C=C(C=C(C1)C(F)(F)F)N1C(N(C=C1)/C=C(/C(=O)OC)\C=1C=NC=NC1)=O)(F)F